3-(3-(difluoromethoxy)phenyl)-1-isopropyl-2-oxo-2,3-dihydro-1H-imidazo[4,5-c]pyridine-6-carboxylic acid FC(OC=1C=C(C=CC1)N1C(N(C2=C1C=NC(=C2)C(=O)O)C(C)C)=O)F